(E)-(1-(2-(aminomethyl)-3-fluoroallyl)indolin-5-yl)(morpholino)methanone NC/C(/CN1CCC2=CC(=CC=C12)C(=O)N1CCOCC1)=C\F